(1-((((2S,3S,4R,5R)-5-(6-chloro-4-(cyclopentylamino)-1H-pyrazolo[3,4-d]pyrimidin-1-yl)-3,4-dihydroxytetrahydrofuran-2-yl)methyl)sulfonyl)-3-hydroxypropyl)phosphonic acid ClC1=NC(=C2C(=N1)N(N=C2)[C@H]2[C@@H]([C@@H]([C@H](O2)CS(=O)(=O)C(CCO)P(O)(O)=O)O)O)NC2CCCC2